N-(5-(1H-indazol-7-yl)pyrimidin-2-yl)-1-cyano-3-fluoropiperidine-3-carboxamide N1N=CC2=CC=CC(=C12)C=1C=NC(=NC1)NC(=O)C1(CN(CCC1)C#N)F